1-(7-bromobenzo[c][1,2,5]oxadiazol-4-yl)-3-(3-(1-methylcyclopropyl)isoxazol-5-yl)urea BrC1=CC=C(C=2C1=NON2)NC(=O)NC2=CC(=NO2)C2(CC2)C